N,N'-(benzylidenedi-p-phenylene)bismaleimide C(C1=CC=CC=C1)(C1=CC=C(C=C1)N1C(C=CC1=O)=O)C1=CC=C(C=C1)N1C(C=CC1=O)=O